1-octylnonyl 8-bromooctanoate BrCCCCCCCC(=O)OC(CCCCCCCC)CCCCCCCC